6-(2-chloro-5-fluoro-phenyl)-N-[[6-(cyclohexylmethyl)-6-azaspiro[2.5]octan-2-yl]methyl]pyridazin-3-amine ClC1=C(C=C(C=C1)F)C1=CC=C(N=N1)NCC1CC12CCN(CC2)CC2CCCCC2